5-[(1-tert-Butoxycarbonyl-4-piperidyl)-hydroxy-methyl]-2-(4-chlorobenzoyl)-3-fluorobenzoic acid C(C)(C)(C)OC(=O)N1CCC(CC1)C(C=1C=C(C(=C(C(=O)O)C1)C(C1=CC=C(C=C1)Cl)=O)F)O